(4-aminophenyl)-1-isobutyl-1H-pyrazolo[3,4-d]pyrimidin-4-ylamine NC1=CC=C(C=C1)NC1=C2C(=NC=N1)N(N=C2)CC(C)C